{3-[4-(7H-pyrrolo[2,3-d]pyrimidin-4-yl)-1H-pyrazol-1-yl]-1-[1-(2,4,6-trifluorobenzoyl)piperidin-4-yl]azetidin-3-yl}acetonitrile N1=CN=C(C2=C1NC=C2)C=2C=NN(C2)C2(CN(C2)C2CCN(CC2)C(C2=C(C=C(C=C2F)F)F)=O)CC#N